C1(CC1)NC(CCCC(=O)O)=O 5-(cyclopropylamino)-5-oxopentanoic acid